N-(2-(1-(6,7-dimethoxyquinazolin-4-yl)azetidin-3-yl)ethyl)methanesulfonamide 3-((((1-methylpiperidin-4-yl)methoxy)carbonyl)oxy)pentadecyl-6,6-bis(octyloxy)hexanoate CN1CCC(CC1)COC(=O)OC(CCOC(CCCCC(OCCCCCCCC)OCCCCCCCC)=O)CCCCCCCCCCCC.COC=1C=C2C(=NC=NC2=CC1OC)N1CC(C1)CCNS(=O)(=O)C